NC1=NC=2C=C(C=CC2C2=C1N=C(N2)CN(S(=O)(=O)C(C)C)CC)C2=NNC=C2 N-{[4-amino-7-(1H-pyrazol-3-yl)-1H-imidazo[4,5-c]quinolin-2-yl]methyl}-N-ethylpropane-2-sulfonamide